5-bromo-3-methyl-2,5-dihydrofuran-2-one BrC1C=C(C(O1)=O)C